C1NCCC2=CC(=CC=C12)CN1CCC2(CN(C2)C2=NC=NC3=CC=C(C=C23)CC(F)(F)F)CC1 4-[7-(1,2,3,4-tetrahydroisoquinolin-6-ylmethyl)-2,7-diazaspiro[3.5]non-2-yl]-6-(2,2,2-trifluoroethyl)quinazoline